4-(4,9,10-tris(trifluoromethyl)perylene-3-yl)butanoic acid 4-formyl-3,5-dimethylphenyl ester C(=O)C1=C(C=C(C=C1C)OC(CCCC=1C=CC=2C=3C=CC(=C4C(=CC=C(C5=CC=C(C1C52)C(F)(F)F)C43)C(F)(F)F)C(F)(F)F)=O)C